(6-(3-(6,7-dihydropyrazolo[1,5-a]pyrimidin-4(5H)-yl)-7,8-dihydro-1,6-naphthyridin-6(5H)-yl)-5-methylpyridazin-3-yl)(3-methylazetidin-1-yl)methanone N1=CC=C2N1CCCN2C=2C=NC=1CCN(CC1C2)C2=C(C=C(N=N2)C(=O)N2CC(C2)C)C